C(CCCCCCCCCCCCCCC)(=O)C(C(C(=O)N)O)(O)C(CCCCCCCCCCCCCCC)=O dipalmitoyl-glyceramide